(R)-N-cyclopropylpyrrolidin-3-amine C1(CC1)N[C@H]1CNCC1